CC1CC2N(C(C1)C2)C(=O)NC2=CC(=C(C=C2)C)C=2C=NC=CC2 cis-3-methyl-N-(4-methyl-3-(pyridin-3-yl)phenyl)-6-azabicyclo[3.1.1]heptane-6-carboxamide